FC=1C=C2C(=NNC2=CC1OCCOC)C1=CC(=NO1)C1=CC=C(C=C1)C(=O)N1CC2(C1)CN(C2)C 5-Fluoro-6-(2-methoxyethoxy)-3-[3-(4-{6-methyl-2,6-diazaspiro[3.3]heptane-2-carbonyl}phenyl)-1,2-oxazol-5-yl]-1H-indazole